N-(cyclopropylsulfonyl)-3-((2,6-dimethylbenzyl)oxy)-4-fluorobenzamide C1(CC1)S(=O)(=O)NC(C1=CC(=C(C=C1)F)OCC1=C(C=CC=C1C)C)=O